N-(((3R,5R)-5-(2,3-dichloro-6-hydroxyphenyl)pyrrolidin-3-yl)methyl)-2-hydroxyacetamide ClC1=C(C(=CC=C1Cl)O)[C@H]1C[C@H](CN1)CNC(CO)=O